[2-(2,5-difluorobenzoyl)-2,3,4,9-tetrahydro-1H-β-carbolin-9-yl]-acetic acid methyl ester COC(CN1C2=CC=CC=C2C=2CCN(CC12)C(C1=C(C=CC(=C1)F)F)=O)=O